The molecule is a carbohydrate acid derivative anion resulting from the removal of a proton from the carboxy and sulfate groups of 2-acetamido-2-deoxy-3-O-(4-deoxy-alpha-L-threo-hex-4-enopyranosyluronic acid)-4-O-sulfo-D-galactopyranose arising from deprotonation of carboxylic acid and sulfate functions. It is a carbohydrate acid derivative anion, a monocarboxylic acid anion and an organosulfate oxoanion. It is a conjugate base of a 2-acetamido-2-deoxy-3-O-(4-deoxy-alpha-L-threo-hex-4-enopyranosyluronic acid)-4-O-sulfo-D-galactopyranose. CC(=O)N[C@@H]1[C@H]([C@H]([C@H](OC1O)CO)OS(=O)(=O)[O-])O[C@H]2[C@@H]([C@H](C=C(O2)C(=O)[O-])O)O